(R)-4-(6-amino-4-methoxy-pyridin-3-yl)-2-methoxymethyl-piperazine-1-carboxylic acid tert-butyl ester C(C)(C)(C)OC(=O)N1[C@H](CN(CC1)C=1C=NC(=CC1OC)N)COC